3-((2-aminopyridin-4-yl)oxy)pyrrolidin-2-one NC1=NC=CC(=C1)OC1C(NCC1)=O